ClC=1C=CC(=NC1)[C@@H]1OC2=C(OC1)C=CC=C2C2CCN(CC2)CC2=NC1=C(N2CC2(CC2)CF)C=C(C=C1)C(=O)O (S)-2-((4-(3-(5-Chloropyridin-2-yl)-2,3-dihydrobenzo[b][1,4]dioxin-5-yl)piperidine-1-yl)methyl)-1-((1-(fluoromethyl)cyclopropyl)methyl)-1H-benzo[d]imidazole-6-carboxylic acid